C1(CCC1)NC1=NC(=NC(=N1)NC1=CC(=CC=C1)S(=O)(=O)C)C1=C(C=CC=C1)F N-cyclobutyl-6-(2-fluoro-phenyl)-N'-(3-methane-sulfonyl-phenyl)-[1,3,5]triazine-2,4-diamine